6-(3,4,5-trimethoxybenzoyl)-9-(2',3',5'-tri-O-acetyl-beta-D-ribofuranosyl)purine COC=1C=C(C(=O)C2=C3N=CN(C3=NC=N2)[C@H]2[C@H](OC(C)=O)[C@H](OC(C)=O)[C@H](O2)COC(C)=O)C=C(C1OC)OC